O=C(COC1=C(C=CC=C1)C(C(C=C)=O)=C)N1CCN(CC1)S(=O)(=O)C=1SC=CC1 4-(2-oxo-2-(4-(thiophen-2-ylsulfonyl)piperazin-1-yl)ethoxyphenyl)-1,4-pentadien-3-one